5-(5-methylisoxazol-3-yl)-2,3-dihydro-1H-inden-1-amine 2,2,2-trifluoroacetate FC(C(=O)O)(F)F.CC1=CC(=NO1)C=1C=C2CCC(C2=CC1)N